C1(=CC=CC=C1)[C@@H](COC=1C=2N(N=C(C1)C=1C(NC(NC1)=O)=O)C=CN2)C (S)-5-(8-(2-phenylpropoxy)imidazo[1,2-b]pyridazin-6-yl)pyrimidine-2,4(1H,3H)-dione